C(=C)[SiH](Cl)C Vinyl-methylchlorosilan